ClC1=CC=C(C=C1)N(C1=NC2=CC=CC=C2C(=C1)N1CCC(CC1)NC(C)(C)C)C 2-(4-chlorophenyl-methylamino)-4-(4-tert-butylaminopiperidin-1-yl)-quinoline